C1(CCCC1)C1=NC=CC(=C1)[C@@](O)(C1=CC=C(C=C1)C(C)C)C1(CN(C1)C)C (S)-(2-cyclopentyl-pyridin-4-yl)-(1,3-dimethyl-azetidin-3-yl)-(4-isopropyl-phenyl)-methanol